ClC1=C2C=NN(C2=CC=C1NCNC(C1=CC(=CC=C1)[N+](=O)[O-])=O)C1OCCCC1 N-((4-chloro-1-(tetrahydro-2H-pyran-2-yl)-1H-indazol-5-yl)aminomethyl)-3-nitrobenzamide